2,4,6-tris(3,5-di-tert-butyl-2,6-dihydroxyphenyl)triazine C(C)(C)(C)C=1C(=C(C(=C(C1)C(C)(C)C)O)N1NC(=CC(=N1)C1=C(C(=CC(=C1O)C(C)(C)C)C(C)(C)C)O)C1=C(C(=CC(=C1O)C(C)(C)C)C(C)(C)C)O)O